NCC=1C=C(C=CC1)C=1C=CC2=C(C(=CO2)COC2=C(C(=CC=C2)C)CC(=O)O)C1 2-(2-((5-(3-(aminomethyl)phenyl)benzofuran-3-yl)methoxy)-6-methylphenyl)acetic acid